C1=CC=C2C=CC=C3OC=4C=C(C=CC4C1=C23)B(O)O benzo[kl]xanthen-9-ylboronic acid